FC(C1=NN(C=C1C(=O)NC1=C2[C@@H](CC(C2=C(C=C1)F)(C)C)C)C)F 3-difluoromethyl-N4-[(3R)-7-fluoro-1,1,3-trimethylindan-4-yl]-1-methylpyrazole-4-carboxamide